4'-mercaptoacetophenone SC1=CC=C(C=C1)C(C)=O